5,7-bis(1,1-dimethylethyl)-3-hydroxy-2(3H)-benzofuranone CC(C)(C)C=1C=C(C2=C(C(C(O2)=O)O)C1)C(C)(C)C